Phosphochromone P(=O)(=O)C=1OC2=CC=CC=C2C(C1)=O